C(C)(C)(C)C1=NN(C(=C1)N)C1=CC(=CC=C1)OC 3-(tert-butyl)-1-(3-methoxyphenyl)-1H-pyrazol-5-amine